BrC1=C(C=CC=C1)C1=NC2=C(N1C1=CC=CC=C1)C=CC=C2 2-(2-bromophenyl)-1-phenyl-1H-benzimidazole